4-bromo-5-pentyl-benzene-1,3-diol BrC1=C(C=C(C=C1CCCCC)O)O